COC=CC1=NN(C=C1C(=O)OCC)C1=NC=CC=N1 ethyl 3-(2-methoxy vinyl)-1-(pyrimidin-2-yl)-1H-pyrazole-4-carboxylate